[Pd].[Pd].C(C1=CC=CC=C1)CC(=O)C(=CC)CC1=CC=CC=C1.C(C1=CC=CC=C1)CC(=O)C(=CC)CC1=CC=CC=C1.C(C1=CC=CC=C1)CC(=O)C(=CC)CC1=CC=CC=C1 tris(dibenzylethylideneacetone) dipalladium